FC1=C(COC2=CC=CC(=N2)C2[C@H]3CN(C[C@@H]23)CC2=NC3=C(N2C[C@H]2OCC2)C=C(C=C3OC)C(=O)O)C=CC(=C1)F 2-(((1R,5S,6S)-6-(6-((2,4-Difluorobenzyl)oxy)pyridin-2-yl)-3-azabicyclo[3.1.0]hexan-3-yl)methyl)-4-methoxy-1-(((S)-oxetan-2-yl)methyl)-1H-benzo[d]imidazole-6-carboxylic acid